CC(=O)N[C@@H]1[C@H]([C@@H]([C@H](O[C@@H]1O[C@H]2[C@@H]([C@H](C(O[C@@H]2C(=O)O)O)O)O)CO)O)O The molecule is a carbohydrate acid derivative that consists of D-glucuronic acid having an N-acetyl-alpha-D-glucosaminyl residue attached at position 4. An intermediate glycan in the degradation of heparan sulfate. It is a carbohydrate acid derivative, an amino disaccharide and a glucosamine oligosaccharide.